2-(benzyloxy)-1-methyl-4-nitrobenzene C(C1=CC=CC=C1)OC1=C(C=CC(=C1)[N+](=O)[O-])C